C(C)(=O)NCCCN1C(=NC2=C1C=CC(=C2)C2=C(C=C(C=C2)C)Cl)C(=O)O 1-(3-acetamidopropyl)-5-(2-chloro-4-methylphenyl)-1H-benzo[d]imidazolecarboxylic acid